p-cyclohexyl-bromobenzene barium 2,5-dichlorobenzenesulfonate ClC1=C(C=C(C=C1)Cl)S(=O)(=O)[O-].[Ba+2].C1(CCCCC1)C1=CC=C(C=C1)Br.ClC1=C(C=C(C=C1)Cl)S(=O)(=O)[O-]